C12CN(CCC(CC1)N2C(=O)OCC2=CC=CC=C2)C(=O)OC(C)(C)C 9-benzyl 3-(tert-butyl) 3,9-diazabicyclo[4.2.1]nonane-3,9-dicarboxylate